C(C)(C)[C@@]12C[C@@H]([C@@](CC1)(O2)C)OCC2=C(C=CC=C2)C (1R,2S,4S)-4-isopropyl-1-methyl-2-[(2-methylbenzyl)oxy]-7-oxabicyclo[2.2.1]heptan